(1R,3S)-3-(3-(((benzyloxy)carbonyl)amino)-1H-pyrazol-5-yl)cyclopentyl 2-methyltetrahydropyridazine-1(2H)-carboxylate CN1N(CCCC1)C(=O)O[C@H]1C[C@H](CC1)C1=CC(=NN1)NC(=O)OCC1=CC=CC=C1